4-(3-Acetamido-5-methoxyphenoxy)-N-methylquinoline-6-carboxamide C(C)(=O)NC=1C=C(OC2=CC=NC3=CC=C(C=C23)C(=O)NC)C=C(C1)OC